1-(2-((3,5-Bis((E)-3,4-dimethoxybenzylidene)-4-oxocyclohexyl)amino)-2-oxoethyl)-1H-imidazol-1-ium trifluoroacetate FC(C(=O)[O-])(F)F.COC=1C=C(\C=C\2/CC(C\C(\C2=O)=C/C2=CC(=C(C=C2)OC)OC)NC(C[NH+]2C=NC=C2)=O)C=CC1OC